C1(=CC=CC=C1)C1=NN(C(=C1CCCC)O)C1=NC=CC=C1 phenyl-4-butyl-1-(pyridin-2-yl)-1H-pyrazol-5-ol